tetracarboxylethylacryloxygermane C(=O)(O)C(C(C(=O)O)(C(=O)O)C(=O)O)[GeH2]OC(C=C)=O